1,2,3,4-tetrahydrothieno[2,3-d]pyrimidin-6-Sulfonamide N1CNCC2=C1SC(=C2)S(=O)(=O)N